ClC=1C(=CC(=NC1)NC(=O)[C@H]1CNCCC1)C1=C(C=CC(=C1)F)OC (3R)-N-[5-chloro-4-(5-fluoro-2-methoxyphenyl)pyridin-2-yl]piperidine-3-carboxamide